6-Fluoro-4-oxochromene-2-carboxylic acid FC=1C=C2C(C=C(OC2=CC1)C(=O)O)=O